2-((1H-benzo[d]imidazol-2-yl)amino)-1-methyl-1H-benzo[d]imidazole-5-carboxylic acid N1C(=NC2=C1C=CC=C2)NC2=NC1=C(N2C)C=CC(=C1)C(=O)O